methyl 6-amino-3-chloro-2,4-difluorobenzoate NC1=CC(=C(C(=C1C(=O)OC)F)Cl)F